ClC1(CC(=NO1)C(=O)O)C1=CC=CC=C1 5-chloro-5-phenyl-4,5-dihydroisoxazole-3-carboxylic acid